O=C1N(CCC(N1)=O)C1=C2CCC3(CCN(CC3)CC(=O)O)C2=CC=C1 2-(4-(2,4-Dioxotetrahydropyrimidin-1(2H)-yl)-2,3-dihydrospiro[inden-1,4'-piperidin]-1'-yl)acetic acid